N-((1R,2S)-2-(3,4-difluorophenyl)cyclopropyl)-1-ethyl-6-(methylsulfanyl)-1H-pyrazolo[3,4-d]pyrimidin-4-amine hydrochloride Cl.FC=1C=C(C=CC1F)[C@H]1[C@@H](C1)NC1=C2C(=NC(=N1)SC)N(N=C2)CC